tert-butyl-N-(4-bromobutyl)carbamic acid C(C)(C)(C)N(C(O)=O)CCCCBr